2-oxo-1-(thiophen-3-ylmethyl)-2,3-dihydro-1H-thieno[2,3-b][1,4]thiazine-6-carboxylic acid O=C1N(C2=C(SC1)SC(=C2)C(=O)O)CC2=CSC=C2